tert-butyl (2R,3S)-3-((N,N-dimethylsulfamoyl)amino)-2-((((R)-4-(((trifluoromethyl)sulfonyl)oxy)cyclohex-3-en-1-yl)oxy)methyl)piperidine-1-carboxylate CN(S(=O)(=O)N[C@@H]1[C@@H](N(CCC1)C(=O)OC(C)(C)C)CO[C@H]1CC=C(CC1)OS(=O)(=O)C(F)(F)F)C